FC1(OC2=C(O1)C=CC(=C2)C(C)N2C[C@@H](N(C[C@H]2C)C=2C1=C(N(C(N2)=O)C)C=CC(=N1)C#N)C)F 4-((2s,5r)-4-(1-(2,2-difluorobenzo[d][1,3]dioxol-5-yl)ethyl)-2,5-dimethylpiperazin-1-yl)-1-methyl-2-oxo-1,2-dihydropyrido[3,2-d]pyrimidine-6-carbonitrile